3-bromo-1H-indazole-5-carbonitrile BrC1=NNC2=CC=C(C=C12)C#N